(S)-N-(3-chloro-4-fluorophenyl)-7-fluoro-1-propionamido-2,3-dihydro-1H-indene-4-carboxamide ClC=1C=C(C=CC1F)NC(=O)C=1C=2CC[C@@H](C2C(=CC1)F)NC(CC)=O